(3AR,6R,6aS)-6-(2-chloro-7H-pyrrolo[2,3-d]pyrimidin-7-yl)-2,2-dimethyl-6,6a-dihydro-3aH-cyclopenta[d][1,3]dioxole-4-carbaldehyde ClC=1N=CC2=C(N1)N(C=C2)[C@@H]2C=C([C@@H]1[C@H]2OC(O1)(C)C)C=O